2-((4-cyclohexyl-2-(1-(pyridin-3-ylmethyl)-1H-pyrazol-3-yl)phenyl)amino)-N-methylethane-1-sulfonamide C1(CCCCC1)C1=CC(=C(C=C1)NCCS(=O)(=O)NC)C1=NN(C=C1)CC=1C=NC=CC1